FC(CC1=C(NC2=CC=C(C=C12)C1CCN(CC1)C(CNC)=O)C1=CC(=NC(=C1)C)C)F 1-(4-(3-(2,2-difluoroethyl)-2-(2,6-dimethylpyridin-4-yl)-1H-indol-5-yl)piperidin-1-yl)-2-(methylamino)ethan-1-one